N-(4-(6-chloropyrazin-2-yl)phenyl)-2-(2-(cyclopropanesulfonylamino)thiazol-4-yl)-2-methylpropanamide ClC1=CN=CC(=N1)C1=CC=C(C=C1)NC(C(C)(C)C=1N=C(SC1)NS(=O)(=O)C1CC1)=O